CCCCC/C=C\C/C=C\C/C=C\CCCCCCC(=O)[O-] (8Z,11Z,14Z)-eicosatrienoic acid